CC=1C(=CC2=C(C=NN2)C1)C 5,6-dimethylbenzopyrazole